DIVINYLTETRAMETHYL-disiloxane C(=C)[Si](O[Si](C)(C)C)(C)C=C